C(C)(C)(C)OC(=O)C1=NN(C=C1)C(=O)N1C[C@@H]2[C@H](C1)CC(C2)OCC2=C(C(=CC=C2)Cl)C(F)(F)F 1-((3ar,5s,6as)-5-(3-chloro-2-(trifluoromethyl)benzyloxy)-octahydrocyclopenta[c]pyrrole-2-carbonyl)-1H-pyrazole-3-carboxylic acid tert-butyl ester